acryloxyacrylate C(C=C)(=O)OC(C(=O)[O-])=C